C(CCCC)O.[C] carbon pentanol